5-bromo-2-(methoxymethoxy)benzyl acetate C(C)(=O)OCC1=C(C=CC(=C1)Br)OCOC